(R)-2-((tert-butylsulfinyl)amino)-5-methylbenzoic acid C(C)(C)(C)[S@@](=O)NC1=C(C(=O)O)C=C(C=C1)C